OP(O)(=O)OP(=O)(O)OP(=O)(O)O.NC1=NC(=C2CC=NC2=N1)N 2-amino-7-deaza-adenine triphosphate